2-(6-(6-(2-(4-(tert-butoxycarbonyl)piperazin-1-yl)ethylcarbamoyl)pyridin-3-yl)quinoline-4-carboxamido)acetic acid C(C)(C)(C)OC(=O)N1CCN(CC1)CCNC(=O)C1=CC=C(C=N1)C=1C=C2C(=CC=NC2=CC1)C(=O)NCC(=O)O